(2S)-N-[2-(1-benzylpiperidin-4-yl)ethyl]-2-methyl-4-(3,4,5-trifluorophenyl)piperazine-1-carboxamide C(C1=CC=CC=C1)N1CCC(CC1)CCNC(=O)N1[C@H](CN(CC1)C1=CC(=C(C(=C1)F)F)F)C